2-(3-methoxyphenoxy)-N-(3-nitro-2-pyridyl)pyrimidin-5-amine COC=1C=C(OC2=NC=C(C=N2)NC2=NC=CC=C2[N+](=O)[O-])C=CC1